1-Butyl-3-butylsulphonyl-imidazole bisulfate S(O)(O)(=O)=O.C(CCC)N1CN(C=C1)S(=O)(=O)CCCC